N-(8-(methylamino)-5-(tetrahydro-2H-pyran-4-yl)-2,7-naphthyridin-3-yl)cyclopropanecarboxamide CNC=1N=CC(=C2C=C(N=CC12)NC(=O)C1CC1)C1CCOCC1